ClC=1C=C2C(=NC(=NC2=C(C1C1=CC=CC2=C1N=C(S2)N)F)OC[C@H]2NCC(C2)(F)F)N2CCNCC2 4-(6-chloro-2-(((S)-4,4-difluoro-pyrrolidin-2-yl)methoxy)-8-fluoro-4-(piperazin-1-yl)quinazolin-7-yl)benzo[d]thiazol-2-amine